O=S1(CCN(CC2=C1C=CC=C2)C2=NC1=CC=C(C=C1C(=N2)N2CC(C2)NC(OC(C)(C)C)=O)C)=O Tert-butyl (1-(2-(1,1-dioxido-2,3-dihydrobenzo[f][1,4]thiazepin-4(5H)-yl)-6-methylquinazolin-4-yl)azetidin-3-yl)carbamate